1-(6-(4-(3-hydroxy-1-naphthalenyl)-7-methylpyrido[3,2-d]pyrimidin-2-yl)-2,6-diazaspiro[3.4]octan-2-yl)-2-propen-1-one OC=1C=C(C2=CC=CC=C2C1)C=1C2=C(N=C(N1)N1CC3(CN(C3)C(C=C)=O)CC1)C=C(C=N2)C